IC1=CC=C(C=C1)S(=O)C 1-Iodo-4-(methylsulfinyl)benzene